(1R,8S,9s)-bicyclo[6.1.0]Nonan-4-yn-9-ylmethyl (4-nitrophenyl) carbonate C(OCC1[C@H]2CCC#CCC[C@@H]12)(OC1=CC=C(C=C1)[N+](=O)[O-])=O